6-(pyrrolidin-1-yl)isoquinolin-1(2H)-one N1(CCCC1)C=1C=C2C=CNC(C2=CC1)=O